5-(2,3-dichloro-4-(N-(1,1,1-trifluoropropan-2-yl)sulfamoyl)phenyl)-4-(hydroxymethyl)thiazole-2-carboxylic acid (S)-ethyl ester C(C)OC(=O)C=1SC(=C(N1)CO)C1=C(C(=C(C=C1)S(NC(C(F)(F)F)C)(=O)=O)Cl)Cl